ClC1=C(C=CC(=C1)C)C=1CCCC2=C(C1C1=CC(=CC=C1)O[C@H]1CN(CC1)CCCF)C=CC(=C2)C(=O)O (R)-8-(2-chloro-4-methylphenyl)-9-(3-((1-(3-fluoropropyl)pyrrolidin-3-yl)oxy)phenyl)-6,7-dihydro-5H-benzo[7]annulene-3-carboxylic acid